FC1=C(C(=CC=C1)C)C/C(/NO)=N/[H] (Z)-2-(2-fluoro-6-methylphenyl)-N-hydroxyacetimidamide